2-((5,6-dimethyl-6H-pyrido[4,3-b]carbazol-9-yl)oxy)-N-(2-(dimethylamino)ethyl)acetamide CC1=C2C(=CC=3C=4C=C(C=CC4N(C13)C)OCC(=O)NCCN(C)C)C=NC=C2